(4S,5S)-2,5-DIMETHYLOCT-7-ENE-4-SULFONAMIDE CC(C)C[C@@H]([C@H](CC=C)C)S(=O)(=O)N